3-(3-bromo-1H-pyrazol-5-yl)-3-(3,5-difluorophenyl)propan-1-ol BrC1=NNC(=C1)C(CCO)C1=CC(=CC(=C1)F)F